ClC=1C=C(C=CC1)C(C(OC(=O)N[C@H](C(=O)N[C@H](C(=O)OC)C[C@H]1C(NCC1)=O)CCCC)C1=CC=NC=C1)(F)F Methyl (2S)-2-((2S)-2-(((2-(3-chlorophenyl)-2,2-difluoro-1-(pyridin-4-yl)ethoxy)carbonyl)amino)hexanamido)-3-((S)-2-oxopyrrolidin-3-yl)propanoate